6-AMINO-3-CYCLOPROPOXYPICOLINALDEHYDE NC1=CC=C(C(=N1)C=O)OC1CC1